Tert-butyl-((7R)-2-(2-(1-(cyclopropylmethyl)-6-(4-methoxypiperidin-1-yl)-1H-indol-2-yl)-3-methylbenzofuran-6-carbonyl)-2-azabicyclo[2.2.1]hept-7-yl) carbamate C(N)(O[C@H]1C2(N(CC1CC2)C(=O)C2=CC1=C(C(=C(O1)C=1N(C3=CC(=CC=C3C1)N1CCC(CC1)OC)CC1CC1)C)C=C2)C(C)(C)C)=O